C(C=C)(=O)OCCCN=C=O acryloyloxypropyl isocyanate